(S)-2-(2-chloro-6-fluorobenzamido)-4-((2-(cyclopropylmethoxy)ethyl)(4-(5,6,7,8-tetrahydro-1,8-naphthyridin-2-yl)butyl)amino)butanoic acid ClC1=C(C(=O)N[C@H](C(=O)O)CCN(CCCCC2=NC=3NCCCC3C=C2)CCOCC2CC2)C(=CC=C1)F